The molecule is the complex formed between iron(III) and citrate. It has a role as an Escherichia coli metabolite. It derives from a citric acid. C(C(=O)O)C(CC(=O)O)(C(=O)O)O.C(C(=O)O)C(CC(=O)O)(C(=O)O)O.[Fe]